6-[1-(2,2-difluoroethyl)-1H-pyrazolo[3,4-b]pyrazin-6-yl]-2-(2,6-dimethylpyrimidin-4-yl)-2,6-diazaspiro[3.4]octane FC(CN1N=CC=2C1=NC(=CN2)N2CC1(CN(C1)C1=NC(=NC(=C1)C)C)CC2)F